ClC1C(C1)=O 2-chlorocyclopropan-1-one